2-(4-(4-methoxybenzyl)piperazin-1-yl)-6-(2-methyl-2H-indazol-5-yl)thiazolo[5,4-d]pyrimidin-7(6H)-one COC1=CC=C(CN2CCN(CC2)C=2SC=3N=CN(C(C3N2)=O)C2=CC3=CN(N=C3C=C2)C)C=C1